FC=1C=C2C(=CNC(C2=CC1F)=O)[C@@H](C)N(C(=O)NC1=CC(=C(C=C1)F)C)C |r| Racemic-1-(1-(6,7-difluoro-1-oxo-1,2-dihydroisoquinolin-4-yl)ethyl)-3-(4-fluoro-3-methylphenyl)-1-methylurea